2-phenylthio-4-phenoxy-1-methacryloyloxynaphthalene C1(=CC=CC=C1)SC1=C(C2=CC=CC=C2C(=C1)OC1=CC=CC=C1)OC(C(=C)C)=O